C(N)(=O)C1=CC=C(C=C1)NC(ON1C(CCC1=O)=O)=O 2,5-dioxopyrrolidin-1-yl (4-carbamoylphenyl)carbamate